5-(5-(dimethylcarbamoyl)-1H-imidazol-2-yl)-2,4-dimethylbenzoic acid CN(C(=O)C1=CN=C(N1)C=1C(=CC(=C(C(=O)O)C1)C)C)C